C(C=C)(=O)N1C[C@H](CCC1)C=1C=NC=CC1C1=CC(=C(CNC(=O)C=2N=NN(C2)C(C)(C)C)C=C1)C (R)-N-(4-(3-(1-acryloylpiperidin-3-yl)pyridin-4-yl)-2-methylbenzyl)-1-(tert-butyl)-1H-1,2,3-triazole-4-carboxamide